[Si](C)(C)(C(C)(C)C)OC(COC1=NC=CC(=C1)C1=C(C=2CCCC2C=C1)N)C=C 5-(2-((2-((tert-butyldimethylsilyl)oxy)but-3-en-1-yl)oxy)pyridin-4-yl)-2,3-dihydro-1H-inden-4-amine